3-(cyclopentyl-2,2,3,3,4,4,5,5-d8)-3-hydrazineylpropanenitrile C1(C(C(C(C1([2H])[2H])([2H])[2H])([2H])[2H])([2H])[2H])C(CC#N)NN